N-[(3,4-dichlorophenyl)-methyl]-N-methylacetamid ClC=1C=C(C=CC1Cl)CN(C(C)=O)C